[Si].[B].[Ca] Calcium-boron-silicon